ClC=1SC=C(N1)CC(=O)OCOCCOCN1C2=NC=NC(=C2N=C1)N (2-[(6-amino-9H-purin-9-yl) methoxy] ethoxy)methyl (2-chloro-1,3-thiazol-4-yl)acetate